OC=1C(=CC2=C(N=C(O2)C2CCC(CC2)C(=O)OC)C1)[N+](=O)[O-] methyl 4-(5-hydroxy-6-nitro-1,3-benzoxazol-2-yl)cyclohexanecarboxylate